2-(2-isopropylphenyl)-N-((1-(3-methylpyridin-2-yl)piperidin-4-yl)methyl)pyrido[2,3-d]pyrimidin-4-amine C(C)(C)C1=C(C=CC=C1)C=1N=C(C2=C(N1)N=CC=C2)NCC2CCN(CC2)C2=NC=CC=C2C